Diethyl ((4-methoxyphenylsulfonimidoyl)methyl)phosphonate COC1=CC=C(C=C1)S(=O)(=N)CP(OCC)(OCC)=O